2-amino-2-(hydroxymethyl)propane-1,3-diol 3-(5-chloro-2-oxo-6-(pyridazin-3-ylmethoxy)benzo[d]oxazol-3(2H)-yl)propanoate ClC=1C(=CC2=C(N(C(O2)=O)C(C(=O)OCC(CO)(CO)N)C)C1)OCC=1N=NC=CC1